(1-(3-chloro-4-hydroxyphenyl)-1H-benzo[d]imidazol-5-yl)(piperidin-1-yl)methanone ClC=1C=C(C=CC1O)N1C=NC2=C1C=CC(=C2)C(=O)N2CCCCC2